(S)-5-(3,3-Difluoropiperidin-1-yl)-3-(1-(thiazol-2-yl)-5-(2-(trifluoromethyl)phenyl)-1H-pyrazole-3-carboxamido)pentanoic acid FC1(CN(CCC1)CC[C@@H](CC(=O)O)NC(=O)C1=NN(C(=C1)C1=C(C=CC=C1)C(F)(F)F)C=1SC=CN1)F